6-(4-bromo-2,6-dimethylbenzyl)-2-(4-methoxybenzyl)-4-(2-methylcyclopentyl)pyridazin-3(2H)-one BrC1=CC(=C(CC=2C=C(C(N(N2)CC2=CC=C(C=C2)OC)=O)C2C(CCC2)C)C(=C1)C)C